6,6'-divinyl-bipyridine C(=C)C1=CC=CC(=N1)C1=NC(=CC=C1)C=C